N-[5-(2-cyclopropylpyrimidin-5-yl)-4-fluoro-2-methylphenyl]pyrazolo[1,5-a]pyridine-3-carboxamide C1(CC1)C1=NC=C(C=N1)C=1C(=CC(=C(C1)NC(=O)C=1C=NN2C1C=CC=C2)C)F